N-(4-Fluorophenyl)-3-(2,3,4-trihydroxyphenyl)-1H-pyrazole-1-carboxamide FC1=CC=C(C=C1)NC(=O)N1N=C(C=C1)C1=C(C(=C(C=C1)O)O)O